FC(OC1=NC=CC(=C1)N(C(C1=CC(=CC=C1)N1N=C(C=2CCCC(C12)=O)C(F)(F)F)=O)C)F N-[2-(difluoromethoxy)-4-pyridyl]-N-methyl-3-[7-oxo-3-(trifluoromethyl)-5,6-dihydro-4H-indazol-1-yl]benzamide